FC1=C(CN2CCN(C3=CC=CC=C23)C(=O)NCC2CN(CC2)C)C=CC=C1 4-(2-fluorobenzyl)-N-((1-methylpyrrolidin-3-yl)methyl)-3,4-dihydroquinoxaline-1(2H)-carboxamide